NC=1C(=NC(=CN1)C1=CC(=CC=C1)C1=C2N(N=C1)CC(C2)(C)C)C(=O)NC2CNC1(CC1)CC2 3-amino-6-(3-(5,5-dimethyl-5,6-dihydro-4H-pyrrolo[1,2-b]pyrazol-3-yl)phenyl)-N-(4-azaspiro[2.5]octan-6-yl)pyrazine-2-carboxamide